4-(cyclohex-1-en-1-yl)-8-methoxy-2,2-dimethyl-7-(3-(pyrrolidin-1-yl)propoxy)-2,3-dihydro-1H-pyrrolo[3,2-c]quinoline C1(=CCCCC1)C1=NC=2C=C(C(=CC2C2=C1CC(N2)(C)C)OC)OCCCN2CCCC2